BrC=1C=C(CC2=NN=CN2C)C=C(C1)OC 3-(3-bromo-5-methoxybenzyl)-4-methyl-4H-1,2,4-triazole